N-((1S,3R)-3-((6-fluoro-2'-hydroxy-[1,1'-biphenyl]-3-yl)methyl)-3-(4-(hydroxymethyl)pyrimidin-2-yl)cyclopentyl)methanesulfonamide FC1=CC=C(C=C1C1=C(C=CC=C1)O)C[C@]1(C[C@H](CC1)NS(=O)(=O)C)C1=NC=CC(=N1)CO